O=C1NC2=CC=NC=C2C=C1CC1=CC=C(C=C1)N1C(OCC1)=O 3-(4-((2-oxo-1,2-dihydro-1,6-naphthyridin-3-yl)methyl)phenyl)oxazolidin-2-one